C(CC)C=1C=CC=2N(N1)C(=CN2)S(=O)(=O)N 6-propylimidazo[1,2-b]pyridazine-3-sulfonamide